(4,6-diamino-2-(5-fluoro-1-(2-fluorobenzyl)-1H-pyrazolo[3,4-b]pyridin-3-yl)pyrimidin-5-yl)carbamic acid methyl ester COC(NC=1C(=NC(=NC1N)C1=NN(C2=NC=C(C=C21)F)CC2=C(C=CC=C2)F)N)=O